tert-butyl (3S,4S)-3-((6-(6-(3,3-dimethyl-2-oxopyrrolidin-1-yl) imidazo[1,2-a]pyrazin-3-yl) pyridin-2-yl) amino)-4-fluoropyrrolidine-1-carboxylate CC1(C(N(CC1)C=1N=CC=2N(C1)C(=CN2)C2=CC=CC(=N2)N[C@H]2CN(C[C@@H]2F)C(=O)OC(C)(C)C)=O)C